FC1=CC=C(OCC2N(C3CC(C2)C3)C(=O)C=3N=C(SC3C3=CC=CC=C3)C)C=C1 3-[(4-Fluorophenoxy)methyl]-2-(2-methyl-5-phenyl-1,3-thiazol-4-carbonyl)-2-azabicyclo[3.1.1]heptan